propyl (S)-2-((S)-4-benzyl-2-oxooxazolidin-3-carbonyl)-6-(4-chloropyridin-2-yl)-6-oxohexanoate C(C1=CC=CC=C1)[C@@H]1N(C(OC1)=O)C(=O)[C@@H](C(=O)OCCC)CCCC(=O)C1=NC=CC(=C1)Cl